ClC=1C=C(CN(C(CN2C=NC3=CC=C(C=C3C2=O)C2CCN(CC2)C([C@@H](C)O)=O)=O)C)C=CC1C#N (R)-N-(3-chloro-4-cyanobenzyl)-2-(6-(1-(2-hydroxypropanoyl)piperidin-4-yl)-4-oxoquinazolin-3(4H)-yl)-N-methylacetamide